2-nitro-5-(tetrahydro-2H-pyran-2-yloxy)phenol [N+](=O)([O-])C1=C(C=C(C=C1)OC1OCCCC1)O